((4-(6-(4-chlorophenyl)-2-(pyridin-3-yl)pyrimidin-4-yl)piperazin-1-yl)sulfonyl)propane-1,2-diol ClC1=CC=C(C=C1)C1=CC(=NC(=N1)C=1C=NC=CC1)N1CCN(CC1)S(=O)(=O)C(C(C)O)O